tert-butyl N-[4-[3-[[2-(3-cyanophenyl)-1-(6-methoxy-1,3-benzothiazol-2-yl)ethyl]sulfamoyl]anilino]-4-oxo-butyl]carbamate C(#N)C=1C=C(C=CC1)CC(C=1SC2=C(N1)C=CC(=C2)OC)NS(=O)(=O)C=2C=C(NC(CCCNC(OC(C)(C)C)=O)=O)C=CC2